N-(2-(2-(2-(2-azidoethoxy)ethoxy)ethoxy)ethyl)-9-(hydroxymethyl)-9H-fluorene-2-carboxamide N(=[N+]=[N-])CCOCCOCCOCCNC(=O)C1=CC=2C(C3=CC=CC=C3C2C=C1)CO